BrC1=C2C=CC(=CC2=CC=C1)C(=O)N1CCC(CC1)(F)F (5-bromonaphthalen-2-yl)(4,4-difluoropiperidin-1-yl)methanone